C(#N)N1C[C@@H](CC1)NC(C1=C(C=C(C=C1)N1C[C@@H](CC1)OC)F)=O N-((R)-1-cyanopyrrolidin-3-yl)-2-fluoro-4-((R)-3-methoxypyrrolidin-1-yl)benzamide